B(C1=CC=CC=C1C(=O)O)(O)O carboxyphenylboronic acid